1-(9Z-hexadecenoyl)-2-nonadecanoyl-glycero-3-phosphoserine CCCCCCCCCCCCCCCCCCC(=O)O[C@H](COC(=O)CCCCCCC/C=C\CCCCCC)COP(=O)(O)OC[C@@H](C(=O)O)N